FC=1C(=C(NC)C=C(C1)F)[N+](=O)[O-] 3,5-difluoro-N-methyl-2-nitroaniline